2-methyl-3-(3-(1,2,3,4-tetrahydroisoquinoline-2-carbonyl)phenyl)-5,6-dihydro-2H-2,6-Methanobenzo[g][1,3,5]oxadiazocine CC12OC3=C(C(NCN1C1=CC(=CC=C1)C(=O)N1CC4=CC=CC=C4CC1)C2)C=CC=C3